6-bromo-7-fluoroquinazoline-2,4(1H,3H)-dione BrC=1C=C2C(NC(NC2=CC1F)=O)=O